S(C)(=O)(=O)O.C(C=C)(=O)N acrylamide mesylate salt